COC(=O)C1=CC=C(C=C1)C1N(CCC(C1)=O)C(=O)OCC1=CC=CC=C1 benzyl 2-[4-(methoxycarbonyl) phenyl]-4-oxopiperidine-1-carboxylate